tert-butyl N-[(3S)-1-[2-chloro-5-[4-fluoro-3-(trifluoromethyl)phenyl]-4-pyridyl]-3-piperidyl]carbamate ClC1=NC=C(C(=C1)N1C[C@H](CCC1)NC(OC(C)(C)C)=O)C1=CC(=C(C=C1)F)C(F)(F)F